FC(C1=CC=C(C=C1)N1N=NC(=C1COC1=CC=C(C=N1)N1C(CNCC1)=O)C)F 1-(6-((1-(4-(difluoromethyl)phenyl)-4-methyl-1H-1,2,3-triazol-5-yl)methoxy)pyridin-3-yl)piperazin-2-one